((1R,5S,6r)-3-(3-(2-chloro-4-(1H-pyrazol-1-yl)phenyl)-1H-pyrazolo[3,4-b]pyrazin-6-yl)-6-(4-methylthiazol-2-yl)-3-azabicyclo[3.1.0]hexan-6-yl)methanamine ClC1=C(C=CC(=C1)N1N=CC=C1)C1=NNC2=NC(=CN=C21)N2C[C@H]1C([C@H]1C2)(C=2SC=C(N2)C)CN